ClC1=C([13C](=O)O)C=CC=N1 2-chloronicotinic acid-13C